3,5-di-tert-butyl-N-(3-(tert-butyl)phenyl)aniline C(C)(C)(C)C=1C=C(NC2=CC(=CC=C2)C(C)(C)C)C=C(C1)C(C)(C)C